N[C@@]1([C@@H]2[C@]([C@@H]2C(C1)=O)(C(=O)O)F)C(=O)O (1R,2S,5S,6S)-2-amino-6-fluoro-4-oxobicyclo[3.1.0]hexane-2,6-dicarboxylic acid